OC(CC(=O)OCCC(C)O)C 3-hydroxybutyl 3-hydroxybutyrate